2-(4-chloro-3-(2-(((R)-((R)-8-cyano-1,2,3,4-tetrahydroquinoxalin-2-yl)(phenyl)methyl)amino)ethyl)phenyl)acetic acid ClC1=C(C=C(C=C1)CC(=O)O)CCN[C@H](C1=CC=CC=C1)[C@@H]1NC2=C(C=CC=C2NC1)C#N